(2-(4,4-difluoropiperidin-1-yl)-6-methylpyrimidin-4-yl)-5-(2-hydroxyethylsulfonylamino)-7-(6-azaspiro[2.5]oct-6-yl)imidazo[1,2-a]pyridine-8-carboxamide FC1(CCN(CC1)C1=NC(=CC(=N1)C=1N=C2N(C(=CC(=C2C(=O)N)N2CCC3(CC3)CC2)NS(=O)(=O)CCO)C1)C)F